(2S,5S)-5-((tert-butoxycarbonyl)amino)-4-oxotetrahydro-2H-pyran-2-carboxylic acid methyl ester COC(=O)[C@H]1OC[C@@H](C(C1)=O)NC(=O)OC(C)(C)C